FC=1C=CC2=C(CCO2)C1CNC1=NC=C(C=2N1C=C(N2)C(C)NC(OC(C)(C)C)=O)C2=C(C=C(C=C2)S(=O)(=O)C)C tert-butyl (1-(5-(((5-fluoro-2,3-dihydrobenzofuran-4-yl)methyl)amino)-8-(2-methyl-4-(methylsulfonyl)phenyl)imidazo[1,2-c]pyrimidin-2-yl)ethyl)carbamate